ClC1=C(C=C(C(=O)N2CC=3C(=NN4C3C(N(C[C@H]4C)C(C)C=4C=NC(=CC4)C(C)(C)O)=O)C[C@H]2C)C=C1F)F (3R,7R)-2-(4-chloro-3,5-difluorobenzoyl)-9-(1-(6-(2-hydroxypropan-2-yl)pyridin-3-yl)ethyl)-3,7-dimethyl-1,2,3,4,8,9-hexahydropyrido[4',3':3,4]pyrazolo[1,5-a]pyrazin-10(7H)-one